6-(2-amino-4-bromobenzo[d]thiazol-6-yl)-5-methyl-4,5-dihydropyridazin-3(2H)-one NC=1SC2=C(N1)C(=CC(=C2)C=2C(CC(NN2)=O)C)Br